2-((6-chloro-4-(2-(4-methyl-4H-1,2,4-triazol-3-yl)phenyl)pyridin-2-yl)amino)ethan-1-ol ClC1=CC(=CC(=N1)NCCO)C1=C(C=CC=C1)C1=NN=CN1C